tert-butyl (2S,3S)-3-(benzyloxycarbonylamino)-2-(p-tolylsulfonyloxymethyl)pyrrolidine-1-carboxylate C(C1=CC=CC=C1)OC(=O)N[C@@H]1[C@H](N(CC1)C(=O)OC(C)(C)C)COS(=O)(=O)C1=CC=C(C=C1)C